C(C)(C)(C)OC(=O)NCC1=CC(=C(C(=C1)C)NC(=O)C1=CC2=C(OCCC3=C2SC=C3)C=C1C=1C(=NC(=CC1)C(NCCC(F)(F)F)=O)C(=O)OC)C methyl 3-(9-((4-(((tert-butoxycarbonyl)amino)methyl)-2,6-dimethylphenyl)carbamoyl)-4,5-dihydrobenzo[b]thieno[2,3-d]oxepin-8-yl)-6-((3,3,3-trifluoropropyl)carbamoyl)picolinate